C[C@@]12CC[C@H]([C@@]3([C@@H]1[C@@H]([C@]45[C@H]3CC[C@](C4)(C(=C)C5)O)C(=O)O)OC2=O)O The molecule is a C19-gibberellin, initially identified in Triticum aestivum. It differs from gibberellin A1 in lacking a beta-OH at C-2 but possessing one at C-4 (gibbane numberings). It is a C19-gibberellin, a gibberellin monocarboxylic acid and a lactone.